The molecule is an optically active form of histidine having D-configuration. It has a role as a Saccharomyces cerevisiae metabolite. It is a D-alpha-amino acid and a histidine. It is a conjugate base of a D-histidinium(1+). It is a conjugate acid of a D-histidinate(1-). It is an enantiomer of a L-histidine. It is a tautomer of a D-histidine zwitterion. C1=C(NC=N1)C[C@H](C(=O)O)N